7-((adamantan-1-yl)(methyl)amino)-N-(3-(2,6-dioxopiperidin-3-yl)phenyl)heptanamide C12(CC3CC(CC(C1)C3)C2)N(CCCCCCC(=O)NC2=CC(=CC=C2)C2C(NC(CC2)=O)=O)C